ClC1=C(OCC(=O)N(S(=O)(=O)C2=C(C(=C(C(=C2OC)F)F)F)F)C)C=CC(=C1)Cl 2-(2,4-dichlorophenoxy)-N-methyl-N-((2,3,4,5-tetrafluoro-6-methoxyphenyl)sulfonyl)acetamide